(1S,3aR,6aS)-N-[(2S)-4-hydroxy-3-oxo-1-[(3S)-2-oxopyrrolidin-3-yl]butan-2-yl]-octahydrocyclopenta[c]pyrrole OCC([C@H](C[C@H]1C(NCC1)=O)N1C[C@@H]2[C@H](C1)CCC2)=O